C1(=CC(=CC=C1)N1CCNCC1)C 4-m-tolylpiperazine